ClC=1C=C(C=C(C1)Cl)C1(CC(=NN1)C(=O)N)C(F)(F)F 5-(3,5-dichlorophenyl)-5-(trifluoromethyl)-4,5-dihydro-1H-pyrazole-3-carboxamide